6-(1,5-dioxa-9-azaspiro[5.5]undecan-9-yl)quinoline-4-carboxylic acid O1CCCOC12CCN(CC2)C=2C=C1C(=CC=NC1=CC2)C(=O)O